10-Bromodecyl-triethoxysilane BrCCCCCCCCCC[Si](OCC)(OCC)OCC